ClC1=C(C=CC=C1C1=NC=NC(=C1Cl)C1=CC(=C(C=C1)C=O)OC)C1=CC=C(C(=N1)OC)CN(C(OC(C)(C)C)=O)C[C@H]1NC(CC1)=O tert-butyl (S)-((6-(2-chloro-3-(5-chloro-6-(4-formyl-3-methoxyphenyl)pyrimidin-4-yl)phenyl)-2-methoxypyridin-3-yl)methyl)((5-oxopyrrolidin-2-yl)methyl)carbamate